1,3-bis(cyanopropyl) tetramethyldisiloxane 1-(tert-butyl) 4-ethyl 3-((tert-butyldiphenylsilyl)oxy)piperidine-1,4-dicarboxylate [Si](C1=CC=CC=C1)(C1=CC=CC=C1)(C(C)(C)C)OC1CN(CCC1C(=O)OCC)C(=O)OC(C)(C)C.C(#N)CCC[Si](O[Si](CCCC#N)(C)C)(C)C